C(C)(=O)N1[C@H](C[C@H](C2=CC(=CC=C12)C1=CC=C(C(=O)O)C=C1)NC1=CC=C(C=C1)Cl)C 4-[(2S,4R)-1-acetyl-4-[(4-chlorophenyl)amino]-1,2,3,4-tetrahydro-2-methyl-6-quinolinyl]Benzoic acid